[Cl-].CC=CN1CC=CC=C1 N-methylvinylpyridine Chloride